1,6,7,8-Tetrahydro-2H-cyclopenta[g]quinolin-2-one N1C(C=CC2=CC3=C(C=C12)CCC3)=O